2-(2-((2-(2-methoxyphenyl)pyrimidin-4-yl)methoxy)phenyl)-2-methylpropionaldehyde COC1=C(C=CC=C1)C1=NC=CC(=N1)COC1=C(C=CC=C1)C(C=O)(C)C